N1N=NC=C1C(=O)OC methyl 1H-triazole-5-carboxylate